BrC1=C(C=C(C(=O)NC=2C=NC(=CC2)C2=C(C=C(C=C2)C2=NOC(=N2)C)C#N)C=C1)OCCN(C)C 4-bromo-N-(6-(2-cyano-4-(5-methyl-1,2,4-oxadiazol-3-yl)phenyl)pyridin-3-yl)-3-(2-(dimethylamino)ethoxy)benzamide